4-methylquinazolin CC1=NC=NC2=CC=CC=C12